2-(1,3-dioxo-2,3-dihydro-1H-isoindol-2-yl)acetyl chloride O=C1N(C(C2=CC=CC=C12)=O)CC(=O)Cl